3-(1,4-dimethyl-3-cyclohexen-1-yl)propanal CC1(CC=C(CC1)C)CCC=O